(R)-3-((2-chloro-5,7-dihydrofuro[3,4-d]pyrimidin-4-yl)oxy)-10-methyl-9,10,11,12-tetrahydro-8H-[1,4]diazepino[5',6':4,5]thieno[3,2-f]quinoxalin-8-one ClC=1N=C(C2=C(N1)COC2)OC2=NC=1C=CC3=C(C1N=C2)C2=C(S3)C(N[C@@H](CN2)C)=O